COC(=O)C=1C(=NC=2N(C1)C=C(N2)[C@@]21OCC[C@@H](OC2)C1)OC(C)C ((1r,5r)-2,6-dioxabicyclo[3.2.1]oct-1-yl)-7-isopropoxylimidazo[1,2-a]pyrimidine-6-carboxylic acid methyl ester